(3R)-3-amino-5-[(4-chlorophenyl)methyl]-7-[5-(4,4-difluoro-1-piperidyl)-1,3,4-oxadiazol-2-yl]-8-fluoro-1,1-dioxo-2,3-dihydro-1lambda6,5-benzothiazepin-4-one N[C@H]1CS(C2=C(N(C1=O)CC1=CC=C(C=C1)Cl)C=C(C(=C2)F)C=2OC(=NN2)N2CCC(CC2)(F)F)(=O)=O